[Si](C)(C)(C(C)(C)C)OCCN1C(C2=CC(=CC=C2C1)C1=CC=C(C=C1)S(=O)(=O)N1CCC(CC1)NC1=NC=C(C=C1)C(F)(F)F)=O 2-(2-((tert-butyldimethylsilyl)oxy)ethyl)-6-(4-((4-((5-(trifluoromethyl)pyridin-2-yl)amino)piperidin-1-yl)sulfonyl)phenyl)isoindolin-1-one